(2R,4R)-6-chloro-4-hydroxy-N-(3-{4-[6-(trifluoromethoxy)pyridin-3-yl]-1H-pyrazol-1-yl}bicyclo[1.1.1]pentan-1-yl)-3,4-dihydro-2H-1-benzopyran-2-carboxamide ClC=1C=CC2=C([C@@H](C[C@@H](O2)C(=O)NC23CC(C2)(C3)N3N=CC(=C3)C=3C=NC(=CC3)OC(F)(F)F)O)C1